CN1C2=C(C=3C=CC=CC13)CNCC2 5-methyl-2,3,4,5-tetrahydro-1H-pyrido[4,3-b]Indole